ClC1=NC(=NC2=C(C=C(C=C12)CC)OC)C 4-chloro-6-ethyl-8-methoxy-2-methylquinazoline